tert-butyl 8-(5-(difluoro(4-(tetrahydro-2H-pyran-4-yl)phenyl)methyl)-1,3,4-oxadiazol-2-yl)-6-(5-hydroxypyrazine-2-carbonyl)-2,6-diazaspiro[3.4]octane-2-carboxylate FC(C1=NN=C(O1)C1CN(CC12CN(C2)C(=O)OC(C)(C)C)C(=O)C2=NC=C(N=C2)O)(C2=CC=C(C=C2)C2CCOCC2)F